6-(2-((6-methoxypyridin-3-yl)methyl)pyrrolidin-1-yl)-4-morpholinopyridin-2(1H)-one COC1=CC=C(C=N1)CC1N(CCC1)C1=CC(=CC(N1)=O)N1CCOCC1